N-[2-[4-(hydroxymethyl)cyclohexyl]-6-methoxy-indazol-5-yl]-2-(2-methyl-4-pyridyl)oxazole-4-carboxamide OCC1CCC(CC1)N1N=C2C=C(C(=CC2=C1)NC(=O)C=1N=C(OC1)C1=CC(=NC=C1)C)OC